propyl-cyclopentadienyl-tris(dimethylamino)zirconium C(CC)C1(C=CC=C1)[Zr](N(C)C)(N(C)C)N(C)C